6-[3-[(2S)-2-[(tert-butoxycarbonyl)amino]-4-carbamoylbutan-amido]-5-chlorophenyl]hexanoic acid C(C)(C)(C)OC(=O)N[C@H](C(=O)NC=1C=C(C=C(C1)Cl)CCCCCC(=O)O)CCC(N)=O